1-(4-isopropyl-5-(8-methyl-[1,2,4]triazolo[1,5-a]pyridin-6-yl)-1H-pyrazol-3-yl)-N,N-dimethylmethanamine C(C)(C)C=1C(=NNC1C=1C=C(C=2N(C1)N=CN2)C)CN(C)C